CC1N(CCN(C1)C)C1=CC=C(NC2=NC=C(C(=N2)NC2=CC=C3C(=N2)C(CC3)(O)CC)C#N)C=C1 2-[4-(2,4-dimethylpiperazin-1-yl)anilino]-4-[(7-ethyl-7-hydroxy-5,6-dihydrocyclopenta[b]pyridin-2-yl)amino]pyrimidine-5-carbonitrile